2-[[6-[5-chloro-3-(1-tetrahydropyran-2-ylpyrazol-4-yl)quinoxalin-6-yl]oxy-7-fluoro-2-methyl-benzimidazol-1-yl]methoxy]ethyl-trimethyl-silane ClC1=C2N=C(C=NC2=CC=C1OC=1C=CC2=C(N(C(=N2)C)COCC[Si](C)(C)C)C1F)C=1C=NN(C1)C1OCCCC1